C1(=CC=C(C=C1)NC(=O)[C@@H]1CC12CCN(CC2)C(=O)OC(C(F)(F)F)C(F)(F)F)C |r| 1,1,1,3,3,3-Hexafluoropropan-2-yl (±)-1-(p-tolylcarbamoyl)-6-azaspiro[2.5]octan-6-carboxylat